COC=1C=C(C=C(C1OC)OC)N1C=NC(=C1)C=1N=C(C2=C(N1)C=CS2)N (1-(3,4,5-trimethoxyphenyl)-1H-imidazol-4-yl)thieno[3,2-d]pyrimidin-4-amine